O[C@H]1CN(CC1)C=1N=CC2=C(N1)C=CN=C2 ((R)-3-hydroxypyrrolidin-1-yl)pyrido[4,3-d]pyrimidin